FC(C1=NN=C(S1)N1N=CC2=C(C=C(C=C12)S(=O)(=O)NC(C)(C)C)N1CCN(CC1)C(C(C)C)=O)F 1-[4-(1-[5-(difluoromethyl)(1,3,4-thiadiazol-2-yl)]-6-{[(tert-butyl)amino]-sulfonyl}(1H-indazol-4-yl))piperazinyl]-2-methylpropan-1-one